CCC(CC)N1N=CC(=C1)C=1C=2N(C=C(N1)C=1C=NN(C1)C[C@H](CN1CCCC1)O)N=CC2 (S)-1-(4-(4-(1-(pentan-3-yl)-1H-pyrazol-4-yl)pyrazolo[1,5-a]pyrazin-6-yl)-1H-pyrazol-1-yl)-3-(pyrrolidin-1-yl)propan-2-ol